2-hydroxy-benzenesulfonyl chloride OC1=C(C=CC=C1)S(=O)(=O)Cl